6-methoxy-1,3-dimethyl-pyrazolo[3,4-b]Pyridine COC1=CC=C2C(=N1)N(N=C2C)C